[Si](C)(C)(C(C)(C)C)OCCCN1C(=C(C2=C(C(=CC=C12)Cl)C=1C(=NN(C1C)C)COS(=O)(=O)C)C)C(=O)OC Methyl 1-(3-((tert-butyldimethylsilyl)oxy)propyl)-5-chloro-4-(1,5-dimethyl-3-(((methylsulfonyl)oxy)methyl)-1H-pyrazol-4-yl)-3-methyl-1H-indole-2-carboxylate